3-(3-nitrobenzenesulfonyl)-5-(2-fluorobenzenesulfonyl)-N-(4-fluorobenzenesulfonyl)-4-piperidone [N+](=O)([O-])C=1C=C(C=CC1)S(=O)(=O)C1CN(CC(C1=O)S(=O)(=O)C1=C(C=CC=C1)F)S(=O)(=O)C1=CC=C(C=C1)F